((2S,4R,5R)-4-acetoxy-5-(2-amino-7-((1-cyanocyclopropyl)methyl)-8-oxo-7,8-dihydro-9H-purin-9-yl)tetrahydrofuran-2-yl)methylacetat C(C)(=O)O[C@@H]1C[C@H](O[C@H]1N1C2=NC(=NC=C2N(C1=O)CC1(CC1)C#N)N)COC(C)=O